O(CCNC(CN1C(N(C2=C1C=NC=1C=C(C(=CC21)OC)C=2C(=NOC2C)C)[C@H](C)C2=NC=CC=C2)=O)=O)CCNC(CN2C(N(C1=C2C=NC=2C=C(C(=CC12)OC)C=1C(=NOC1C)C)[C@H](C)C1=NC=CC=C1)=O)=O N,N'-(oxybis(ethane-2,1-diyl))bis(2-(7-(3,5-dimethylisoxazol-4-yl)-8-methoxy-2-oxo-1-((R)-1-(pyridin-2-yl)ethyl)-1,2-dihydro-3H-imidazo[4,5-c]quinolin-3-yl)acetamide)